N[C@H](CC1=C(C2=NC(=CC(=C2S1)NCC=1SC=CC1)Cl)C1CC1)CC 2-[(2S)-2-aminobutyl]-5-chloro-3-cyclopropyl-N-[(thiophen-2-yl)methyl]thieno[3,2-b]pyridin-7-amine